C(C)OC1=NC=CC=C1C1=NC=2CN(CC3(CCN(CC3)C3=C(C(=CC=C3)OC)C(F)(F)F)C2C=C1)C(CC(=O)O)=O 3-[2-(2-ethoxypyridin-3-yl)-1'-[3-methoxy-2-(trifluoromethyl)phenyl]spiro[6,8-dihydro-1,7-naphthyridine-5,4'-piperidine]-7-yl]-3-oxopropanoic acid